FC(=CC1=C(C=CC2=CC=CC=C12)C1=CC=CC=C1)F 1-(2,2-difluorovinyl)-naphthyl-benzene